8-(4-(2-(dimethylamino)ethoxy)-2-fluorophenyl)-N-(6-morpholinylpyridin-3-yl)quinazolin-2-amine CN(CCOC1=CC(=C(C=C1)C=1C=CC=C2C=NC(=NC12)NC=1C=NC(=CC1)N1CCOCC1)F)C